ClC1=C(C=C2C(=C(N(C2=C1F)C)C1=NNC(=N1)C(C)N(C)C)N1C=NC=C1)OC 1-(3-(6-chloro-7-fluoro-3-(1H-imidazol-1-yl)-5-methoxy-1-methyl-1H-indol-2-yl)-1H-1,2,4-triazol-5-yl)-N,N-dimethylethan-1-amine